(2S,11aR)-6-(((R)-1,1-difluoropropan-2-yl)oxy)-8-methyl-2-((2-oxo-1,2,3,4-tetrahydro-1,6-naphthyridin-7-yl)oxy)-2,3,11,11a-tetrahydro-1H,5H-benzo[f]pyrrolo[2,1-c][1,4]oxazepine-5-on FC([C@@H](C)OC1=CC(=CC2=C1C(N1[C@@H](CO2)C[C@@H](C1)OC1=NC=C2CCC(NC2=C1)=O)=O)C)F